((2-(3-Chlorophenyl)-6,7-dihydro-5H-cyclopenta[b]pyridin-4-yl)amino)cyclohexyl-methanol hydrochloride Cl.ClC=1C=C(C=CC1)C1=CC(=C2C(=N1)CCC2)NC(O)C2CCCCC2